2-(3-(5-(5-chloropyridin-3-yl)-1,3,4-thiadiazol-2-yl)-6-oxopyridazin-1(6H)-yl)-N-ethylacetamide ClC=1C=C(C=NC1)C1=NN=C(S1)C1=NN(C(C=C1)=O)CC(=O)NCC